C(C1=CC=CC=C1)N1C2=CC(=C(C=C2C=2C=C(C(=CC12)OC)Br)Br)OC 9-benzyl-3,6-dibromo-2,7-dimethoxy-9H-carbazole